para-tetrahydropyranol O1CCC(CC1)O